γ-glycidoxypropyldimethoxysilane C(C1CO1)OCCC[SiH](OC)OC